(tert-butyl 3-((6-amino-9-(3-(hydroxy(methoxy)phosphoryl)benzyl)-8-methoxy-9H-purin-2-yl)oxy)propyl)carbamate C(C)(C)(C)C(CCNC([O-])=O)OC1=NC(=C2N=C(N(C2=N1)CC1=CC(=CC=C1)P(=O)(OC)O)OC)N